C(C(C)C)(=O)C([C@@H]1[C@H]([C@H]([C@@H](O1)N1C(=O)NC(=O)C=C1)O)O)O 5'-isobutyryl-uridine